2,2,3,3-tetramethyl-4,7,10,13,16-pentaoxa-3-silaoctadecan-18-al CC(C)([Si](OCCOCCOCCOCCOCC=O)(C)C)C